4-(Trifluoromethyl)benzyl (2-((S)-1-(2,3-difluorobenzyl)-5-oxopyrrolidin-2-yl)acetyl)-L-valinate FC1=C(CN2[C@@H](CCC2=O)CC(=O)N[C@@H](C(C)C)C(=O)OCC2=CC=C(C=C2)C(F)(F)F)C=CC=C1F